FC(C)(F)C1=NC=CC(=N1)NC1=CC(=NC=C1C1=NN(C=N1)C)NC(C)=O N-(4-((2-(1,1-difluoroethyl)pyrimidin-4-yl)amino)-5-(1-methyl-1H-1,2,4-triazol-3-yl)pyridin-2-yl)acetamide